4-amino-N-(1-((3-chloro-2-fluorophenyl)amino)-6-methylisoquinolin-5-yl)-6-fluoroquinazoline-8-carboxamide NC1=NC=NC2=C(C=C(C=C12)F)C(=O)NC1=C2C=CN=C(C2=CC=C1C)NC1=C(C(=CC=C1)Cl)F